(R)-benzyl 2-((2S,3S)-3-((R)-1-acetoxyethyl)-4-oxoazetidin-2-yl)propanoate C(C)(=O)O[C@H](C)[C@@H]1[C@H](NC1=O)[C@H](C(=O)OCC1=CC=CC=C1)C